tert-butyl (2R,4R)-1-(3-chloro-2-fluorobenzyl)-4-((6-chloro-4-cyano-5-fluoropyridin-2-yl)methyl)-2-methylpiperidine-4-carboxylate ClC=1C(=C(CN2[C@@H](C[C@@](CC2)(C(=O)OC(C)(C)C)CC2=NC(=C(C(=C2)C#N)F)Cl)C)C=CC1)F